OC=1N=CC2=C(N1)C(C=1C=C(C=CC12)S(=O)(=O)C)=O 2-hydroxy-7-(methylsulfonyl)-9H-indeno[2,1-d]pyrimidin-9-one